(3R,5R,7R)-N-(4-(4-(trifluoromethyl)phenyl)oxazol-2-yl)adamantane-1-carboxamide FC(C1=CC=C(C=C1)C=1N=C(OC1)NC(=O)C12CC3CC(CC(C1)C3)C2)(F)F